4-[(4,5-dichloro-1H-indol-2-yl)carbonyl]-3,3-dimethyl-2-piperazinone ClC1=C2C=C(NC2=CC=C1Cl)C(=O)N1C(C(NCC1)=O)(C)C